ClC=1C=C(C=CC1N1C(C(=CC1)C)=O)C1=C(C(=CC=C1)C1=CC(=NC=C1)N1CCNCC1)O 1-(3-chloro-2'-hydroxy-3'-(2-(piperazin-1-yl)pyridin-4-yl)-[1,1'-biphenyl]-4-yl)-3-methyl-1H-pyrrol-2(5H)-one